BrC1=CC2=C(N=C(S2)NC(=O)C2N3C=CC=C3C(CC2)=O)C=C1 N-(6-bromo-1,3-benzothiazol-2-yl)-8-oxo-6,7-dihydro-5H-indolizine-5-carboxamide